1-(2,4,5-trifluorobenzyl)-6-(1H-pyrazol-1-yl)-1,3,5-triazine FC1=C(CN2CN=CN=C2N2N=CC=C2)C=C(C(=C1)F)F